diethyldifluorosilane C(C)[Si](F)(F)CC